mono(5-aminophenanthrene) europium (III) [Eu+3].NC1=C2C=3C=CC=CC3C=CC2=CC=C1